FC(C)(F)C1=C(C=CC(=C1)F)C(C)N1C[C@@H](N(C[C@H]1C)C=1N(N=C2C1N(C(C=C2)=O)C)C2OCCCC2)C ((2S,5R)-4-(1-(2-(1,1-difluoroethyl)-4-fluorophenyl)ethyl)-2,5-dimethylpiperazin-1-yl)-4-methyl-2-(tetrahydro-2H-pyran-2-yl)-2,4-dihydro-5H-pyrazolo[4,3-b]pyridin-5-one